ClC1=CC=C(CN2N=C(C=CC2=O)C=2C=C3C(C(NC3=CC2)=O)(C)C)C=C1 5-(1-(4-chlorobenzyl)-6-oxo-1,6-dihydropyridazin-3-yl)-3,3-dimethylindolin-2-one